5-methoxy-3-methyl-2-oxo-benzoimidazole COC1=CC2=C(NC(N2C)=O)C=C1